3-(pyridin-3-yl)azetidine-1-carboxylic acid tert-butyl ester C(C)(C)(C)OC(=O)N1CC(C1)C=1C=NC=CC1